1-(4-(benzyloxy)benzoyl)-9-butyl-beta-carboline C(C1=CC=CC=C1)OC1=CC=C(C(=O)C2=NC=CC=3C4=CC=CC=C4N(C23)CCCC)C=C1